acryloxypentyl-dichloromethylsilane C(C=C)(=O)OCCCCC[SiH2]C(Cl)Cl